3-trifluoromethyl-2-methylphenylboronic acid FC(C=1C(=C(C=CC1)B(O)O)C)(F)F